CC1(CC1)C[C@@H](C(=O)NN(C(=O)OC(C)(C)C)C[C@H]1C(NCC1)=O)NC(=O)C1=NOC(=C1)C(F)(F)F tert-butyl 2-((S)-3-(1-methylcyclopropyl)-2-(5-(trifluoromethyl)isoxazole-3-carboxamido)propanoyl)-1-(((S)-2-oxopyrrolidin-3-yl)methyl)hydrazine-1-carboxylate